CC=1OC2=C(C1C(=O)N[C@@H]1CNCC1)C=C(C=C2)OCC2=CC(=CC=C2)C (S)-2-methyl-5-((3-methylbenzyl)oxy)-N-(pyrrolidin-3-yl)benzofuran-3-carboxamide